CN1C(NC2=C1C=1OC=CC(C1C=C2)=O)=O 1-methyl-2,6-dioxo-1,2,3,6-tetrahydrochromeno[7,8-d]imidazol